CC1=CN=C(O1)CC1(OCCO1)CCC1CCOCC1 5-methyl-2-[[2-(2-tetrahydropyran-4-ylethyl)-1,3-dioxolan-2-yl]methyl]oxazole